NCC1(CCCCC1)CO 1-(aminomethyl)cyclohexanemethanol